methyl 4-{[3-(4-chlorophenyl)-4-oxo-3,4-dihydroquinazolin-2-yl]methyl}benzoate ClC1=CC=C(C=C1)N1C(=NC2=CC=CC=C2C1=O)CC1=CC=C(C(=O)OC)C=C1